O=C1CCN(C2CC12)C(=O)OC(C)(C)C tert-Butyl 5-oxo-2-azabicyclo[4.1.0]heptane-2-carboxylate